FCC1(CC1)C(=O)NC=1C=CC(=NC1)C=1N=NN(C1NC(O[C@H](C)C=1C(=NC=CC1)Cl)=O)C (R)-1-(2-chloropyridin-3-yl)ethyl (4-(5-(1-(fluoromethyl)cyclopropane-1-carboxamido)pyridin-2-yl)-1-methyl-1H-1,2,3-triazol-5-yl)carbamate